NCCCCCCCCN octamethylene-diamine